(+-)-2-((1R,3S,6R,8R)-tricyclo[4.2.1.03,8]Nonan-2-ylidene-4,4-d2)Acetic acid tert-butyl ester C(C)(C)(C)OC(C=C1[C@H]2[C@@H]3C[C@@H](CC([C@H]13)([2H])[2H])C2)=O |r|